C1(=CC=CC=C1)C1=CC(=NC2=CC=C(C=C12)C1=CC(=CC=C1)CCC)NCC(=O)O (4-phenyl-6-(3-propylphenyl)quinolin-2-yl)glycine